CCCCCCCCCC(=CC(=O)O)O 3-hydroxydodecenoic acid